BrC1=C2C(=C3C=CN=C(C3=C1)Cl)C(N(C2C2=C(C=CC(=C2)F)Cl)CC2=CC=C(C=C2)OC)=O 4-Bromo-6-chloro-3-(2-chloro-5-fluorophenyl)-2-[(4-methoxyphenyl)methyl]-2,3-dihydro-1H-pyrrolo[4,3-f]isoquinolin-1-one